O1C(CCCC1)N1N=CC=C1C=1C=NN2C1N=C(C=C2C2=CC=NN2C2OCCCC2)N2[C@@H](COCC2)C (3R)-4-{3,7-bis[1-(oxan-2-yl)-1H-pyrazol-5-yl]pyrazolo[1,5-a]pyrimidin-5-yl}-3-methylmorpholine